COC1=CC=C2C(=C(C(=NC2=C1)N1[C@H](C2(CN(C2)C(C=C)=O)CC1)C)C#N)C1=C2C=NNC2=CC=C1C 7-methoxy-4-(5-methyl-1H-indazol-4-yl)-2-((5S)-5-methyl-2-(2-propenoyl)-2,6-diazaspiro[3.4]octan-6-yl)-3-quinolinecarbonitrile